2-[(2,6-difluoro-4-pyridyl)-(3,3,3-trifluoropropanoyl)amino]-N-(2,2-dimethyl-cyclobutyl)-5-methyl-thiazole-4-carboxamide FC1=NC(=CC(=C1)N(C=1SC(=C(N1)C(=O)NC1C(CC1)(C)C)C)C(CC(F)(F)F)=O)F